(E)-N-[2-[2-(4-chlorophenyl)piperazin-1-yl]-2-oxoethyl]-3-[2-fluoro-4-(trifluoromethyl)phenyl]prop-2-enamide ClC1=CC=C(C=C1)C1N(CCNC1)C(CNC(\C=C\C1=C(C=C(C=C1)C(F)(F)F)F)=O)=O